CC1=C(C2=C(N=CN=C2NC2(CC2)C)O1)C(=O)NCC=1OC(=CN1)C(C)C 6-methyl-4-[(1-methylcyclopropyl)amino]-N-{[5-(propan-2-yl)-1,3-oxazol-2-yl]methyl}furo[2,3-d]pyrimidine-5-carboxamide